2'-[6-amino-5-(difluoromethoxy)pyridin-3-yl]-N-[(1R)-1-(3-fluorophenyl)ethyl]-5',6'-dihydrospiro[azetidine-3,4'-pyrrolo[1,2-b]pyrazole]-1-carboxamide NC1=C(C=C(C=N1)C=1C=C2N(N1)CCC21CN(C1)C(=O)N[C@H](C)C1=CC(=CC=C1)F)OC(F)F